C(C1=CC=CC=C1)(C1=CC=CC=C1)N1CC(C1)N1CC2=CC=NC=C2CC1 2-(1-Benzhydrylazetidin-3-yl)-1,2,3,4-tetrahydro-2,6-naphthyridine